COC12CC(C1)(C2)C=O 3-methoxybicyclo[1.1.1]Pentane-1-carbaldehyde